N-(4-chlorobenzyl)-6-((1-((3,4-dihydroxy-2-methylbutan-2-yl)sulfonyl)cyclopropyl)methyl)-1-methyl-7-oxo-4,5,6,7-tetrahydro-1H-pyrazolo[3,4-c]pyridine-3-carboxamide ClC1=CC=C(CNC(=O)C2=NN(C=3C(N(CCC32)CC3(CC3)S(=O)(=O)C(C)(C(CO)O)C)=O)C)C=C1